vinyl-benzene C(=C)C1=CC=CC=C1